ClC1=C(C(C2=CC=CC=C2C1OC1=CC=CC=C1)OC1=CC=CC=C1)NCC1=CC=C(C(=O)NC=2C=C3C=CC=NC3=CC2)C=C1 4-((3-chloro-1,4-diphenoxy-1,4-dihydronaphthalen-2-ylamino)methyl)-N-(quinolin-6-yl)benzamide